tert-Butyl (2R,5S)-4-(7-(6-bromo-4-cyanopyridin-2-yl)-5-(trifluoromethyl)-7H-pyrrolo[2,3-d]pyrimidin-4-yl)-2,5-dimethylpiperazine-1-carboxylate BrC1=CC(=CC(=N1)N1C=C(C2=C1N=CN=C2N2C[C@H](N(C[C@@H]2C)C(=O)OC(C)(C)C)C)C(F)(F)F)C#N